C(#N)C=1C(=CC2=C(OCO2)C1)NC(C1=CC=CC=C1)=O N-(6-cyano-1,3-benzodioxol-5-yl)-benzamide